4,4,5,5-tetrafluoro-3-(fluoromethyl)sulfolane FC1(C(CS(=O)(=O)C1(F)F)CF)F